5-(6-((3-ethyl-2-oxo-1,2-dihydropyrido[2,3-b]pyrazin-7-yl)methyl)-2,6-diazaspiro[3.3]heptan-2-yl)-N-methylpicolinamide C(C)C=1C(NC2=C(N1)N=CC(=C2)CN2CC1(CN(C1)C=1C=CC(=NC1)C(=O)NC)C2)=O